BrC=1C=C2CCC(NC2=C(C1)I)(C)C 6-bromo-8-iodo-2,2-dimethyl-3,4-dihydro-1H-quinoline